7-fluoro-1,2,3,4-tetrahydropyrazino[1,2-a]indole FC=1C=CC=2C=C3N(C2C1)CCNC3